2-isopropyl-2'-oxo-2',3'-dihydro-1'H-[1,5'-bi-benzo[d]imidazole]-4-carboxylic acid methyl ester COC(=O)C1=CC=CC=2N(C(=NC21)C(C)C)C2=CC1=C(NC(N1)=O)C=C2